BrC1=NC=CC(=C1)OCCCCOC1=NC(=CC=C1)Cl 2-bromo-4-(4-((6-chloropyridin-2-yl)oxy)butoxy)pyridine